BrC=1C=CC(=NC1)NC(C(C)C)=O N-(5-bromo-2-pyridyl)-2-methyl-propanamide